C(CC)(=O)OC1=C2C(=CNC2=CC=C1)CCN(CC)CC=C 3-(2-(allyl (ethyl) amino) ethyl)-1H-indol-4-yl propionate